tert-butyl 4-[[4-[3-(2,6-dioxo-3-piperidyl)-1-methyl-indazol-6-yl]-1-piperidyl]methyl]piperidine-1-carboxylate O=C1NC(CCC1C1=NN(C2=CC(=CC=C12)C1CCN(CC1)CC1CCN(CC1)C(=O)OC(C)(C)C)C)=O